CC1=CC=C(C=C1)S(=O)(=O)OCCCOC1=C(C=C2C(=NC=NC2=C1)NC1=CC(=C(C=C1)F)Cl)OCCCN1CCOCC1 3-((4-((3-chloro-4-fluorophenyl)amino)-6-(3-morpholinopropoxy)quinazolin-7-yl)oxy)propyl p-toluenesulfonate